ClC1=C(C=C(C(=O)N2CC=3C(C[C@H]2C)=NN(C3C(=O)O)[C@@H](CNC(C)C3=NC=C(N=C3)C(F)(F)F)C)C=C1)C#N (6R)-5-(4-chloro-3-cyanobenzoyl)-6-methyl-2-((2R)-1-((1-(5-(trifluoromethyl)pyrazin-2-yl)ethyl)amino)propan-2-yl)-4,5,6,7-tetrahydro-2H-pyrazolo[4,3-c]pyridine-3-carboxylic acid